C(CCCCCCC(=O)OCC1(COC(OC1)(C)C)COC(CCCCCCC(=O)OCCCCCCCCC)=O)(=O)OCCCCCCCCC O8-[[2,2-dimethyl-5-[(8-nonoxy-8-oxo-octanoyl)oxymethyl]-1,3-dioxan-5-yl]methyl] O1-nonyl octanedioate